Benzyl (S)-(1-(isopropylamino)-1-oxopropane-2-yl)carbamate C(C)(C)NC([C@H](C)NC(OCC1=CC=CC=C1)=O)=O